ClCC1=C(C(=O)OCC)C=CC(=C1)O[C@H]1CN(C[C@@H]2C[C@H]12)CC |o1:14,18,20| Ethyl 2-(chloromethyl)-4-(((1R*,5R*,6S*)-3-ethyl-3-azabicyclo[4.1.0]heptan-5-yl)oxy)benzoate